ethyl 3-(3-{[6-(benzyloxy)-2,2-dioxo-2H-1,2λ6,3-benzoxathiazin-3(4H)-yl]methyl}-4-methylphenyl)-3-(1-{2-[(2-hydroxyethyl)(phenyl)amino]ethyl}-4-methyl-1H-benzotriazol-5-yl)propanoate C(C1=CC=CC=C1)OC=1C=CC2=C(CN(S(O2)(=O)=O)CC=2C=C(C=CC2C)C(CC(=O)OCC)C2=C(C3=C(N(N=N3)CCN(C3=CC=CC=C3)CCO)C=C2)C)C1